(3S,4S,5R,6R)-2,3,4,5-tetrabenzyloxy-6-[(E)-2-diethoxyphosphorylvinyl]tetrahydropyran C(C1=CC=CC=C1)OC1O[C@@H]([C@H]([C@@H]([C@@H]1OCC1=CC=CC=C1)OCC1=CC=CC=C1)OCC1=CC=CC=C1)\C=C\P(=O)(OCC)OCC